6-methyl-7H-pyrrolo[3,4-b]pyridin-5-one CN1CC2=NC=CC=C2C1=O